CNC(=O)C1=CC=C2C=CN(C2=C1)S(=O)(=O)C1=CC=CC=C1 N-methyl-1-(phenylsulfonyl)-1H-indole-6-carboxamide